(2R)-2-(tert-butoxycarbonylamino)-3-[tert-butyl(diphenyl)silyl]oxy-propanoic acid C(C)(C)(C)OC(=O)N[C@@H](C(=O)O)CO[Si](C1=CC=CC=C1)(C1=CC=CC=C1)C(C)(C)C